OCCO[C@@H]1CC[C@@H]2N(C([C@H](C1)NC([C@H](C)NC)=O)=O)[C@@H](CC2)C(=O)N[C@@H]2CCCC1=CC=CC=C21 (3S,6S,8R,10aR)-8-(2-hydroxyethoxy)-6-((S)-2-(methylamino)propanamido)-5-oxo-N-((R)-1,2,3,4-tetrahydronaphthalen-1-yl)decahydropyrrolo[1,2-a]azocine-3-carboxamide